[2-(methacryloyloxy)-ethyl]-dimethyl-(3-sulfopropyl)-ammonium hydroxide [OH-].C(C(=C)C)(=O)OCC[N+](CCCS(=O)(=O)O)(C)C